2-[2-Fluoro-4-[(1S*)-1-hydroxyethyl]phenyl]-N-[(3S)-9-fluoro-2-oxo-5-phenyl-1,3-dihydro-1,4-benzodiazepin-3-yl]pyrazolo[1,5-a]pyrimidine-3-carboxamide FC1=C(C=CC(=C1)[C@H](C)O)C1=NN2C(N=CC=C2)=C1C(=O)N[C@@H]1C(NC2=C(C(=N1)C1=CC=CC=C1)C=CC=C2F)=O |o1:7|